C(C=C)(=O)N1C[C@@H](C[C@@H]1C)C=1N=C(C2=C(N1)NC(=C2C(=O)N[C@H](C)C2=CC=CC=C2)C#CC(C)(C)OC)N ((3R,5S)-1-propenoyl-5-methylpyrrolidin-3-yl)-4-amino-6-(3-methoxy-3-methylbut-1-yn-1-yl)-N-((R)-1-phenylethyl)-7H-pyrrolo[2,3-d]pyrimidine-5-carboxamide